2-iodoquinoline-3-carbaldehyde IC1=NC2=CC=CC=C2C=C1C=O